2-METHOXY-6-METHYL-3-PYRIDINECARBOXALDEHYDE COC1=NC(=CC=C1C=O)C